N1(CCC12CCC2)CC(=O)NC=2C=C(C(=NC2)C)NC(=O)C=2C=NN1C2SC(=C1)C=1C=NN2C1OCCC2 N-(5-(2-(1-azaspiro[3.3]heptan-1-yl)acetamido)-2-methylpyridin-3-yl)-2-(6,7-dihydro-5H-pyrazolo[5,1-b][1,3]oxazin-3-yl)pyrazolo[5,1-b]thiazole-7-carboxamide